Amyl-phosphonic acid C(CCCC)P(O)(O)=O